3-(1-oxo-5-(1-(quinolin-8-ylmethyl)piperidin-4-yl)isoindolin-2-yl)piperidine-2,6-dione O=C1N(CC2=CC(=CC=C12)C1CCN(CC1)CC=1C=CC=C2C=CC=NC12)C1C(NC(CC1)=O)=O